Bismuth (III) isopropoxid CC([O-])C.[Bi+3].CC([O-])C.CC([O-])C